3-((1-((6-chloro-3-oxo-2,3-dihydropyridazin-4-yl)methyl)-4-(1,1-difluoroethyl)-6-oxo-1,6-dihydropyrimidin-5-yl)oxy)-5-(difluoromethyl)benzonitrile ClC=1C=C(C(NN1)=O)CN1C=NC(=C(C1=O)OC=1C=C(C#N)C=C(C1)C(F)F)C(C)(F)F